FC1(CCC(CC1)C=1C=2N(N=C(C1)C=1C(=NC(=NC1)OC)OC)C(=CN2)C#N)F 8-(4,4-difluorocyclohexyl)-6-(2,4-dimethoxypyrimidin-5-yl)imidazo[1,2-b]pyridazine-3-carbonitrile